NC=1NC(=CN1)N 2,5-diaminoimidazole